OC(C)(C)C1=CC=C(C=C1)CCCC(=O)CCCC1=CC=C(C=C1)C(C)(C)O 4-α-hydroxyisopropylphenyl-n-propyl ketone